tetrakis(triphenylphosphine) palladium [Pd].C1(=CC=CC=C1)P(C1=CC=CC=C1)C1=CC=CC=C1.C1(=CC=CC=C1)P(C1=CC=CC=C1)C1=CC=CC=C1.C1(=CC=CC=C1)P(C1=CC=CC=C1)C1=CC=CC=C1.C1(=CC=CC=C1)P(C1=CC=CC=C1)C1=CC=CC=C1